COC1=NC=C(C2=C1N=C(S2)NC(=O)N2CC1(CC2)CCOCC1)C=1SC=CC1 8-Oxa-2-aza-spiro[4.5]decane-2-carboxylic acid (4-methoxy-7-thiophen-2-yl-thiazolo[4,5-c]pyridin-2-yl)-amide